C(CC)OC(C1=C(C(=O)O)C(C(=O)O)=C(C(=O)O)C(C(=O)OCCC)=C1C(=O)OCCC)=O mellitic acid tripropyl ester